CS(=O)(=O)OC1CCC2(OCC(CO2)(C)C)CC1 3,3-dimethyl-1,5-dioxaspiro[5.5]undecan-9-yl methanesulfonate